COC1=CC=C(CC2=NN(C(=N2)C2CNCCO2)C2=CC=CC=C2)C=C1 2-(3-(4-Methoxybenzyl)-1-phenyl-1H-1,2,4-triazol-5-yl)morpholin